C(C)(C)(C)OC(NCC=1OC2=C(N1)C=C(C=C2Cl)C2=CC=C(C=C2)C(=O)N2CC(C2)(F)F)=O (7-chloro-5-(4-(3,3-difluoroazetidine-1-carbonyl)phenyl)benzo[d]Oxazol-2-yl)methylcarbamic acid tert-butyl ester